OC1=C(C(=CC(=C1)C)C)C1=CC=C(N=N1)N1CC(OCC1)CC(=O)OC methyl 2-[4-[6-(2-hydroxy-4,6-dimethyl-phenyl)pyridazin-3-yl]morpholin-2-yl]acetate